9-{2,6-anhydro-3-O-benzyl-4-[(benzyloxy)methyl]-5-deoxy-α-L-lyxo-hexofuranosyl}-2,6-dichloro-9H-purine C(C1=CC=CC=C1)O[C@H]1[C@@H]2[C@@H](O[C@]1(CCO2)COCC2=CC=CC=C2)N2C1=NC(=NC(=C1N=C2)Cl)Cl